CC1=C(C=NC=C1C(=O)N)C=1C=NN(C1)C 4-methyl-5-(1-methyl-1H-pyrazol-4-yl)nicotinamide